phenoxyethyl isobutyrate C(C(C)C)(=O)OCCOC1=CC=CC=C1